ClC1=CC(=C(COC2=CC=CC(=N2)[C@H]2[C@H](CN(CC2)C(=O)OC(C)(C)C)O)C=C1)F |r| rac-tert-butyl (3R,4S)-4-(6-((4-chloro-2-fluorobenzyl)oxy)pyridin-2-yl)-3-hydroxypiperidine-1-carboxylate